4',4'-difluoro-N-(pyridin-4-ylmethyl)-2',3',4',5'-tetrahydro-[1,1'-biphenyl]-4-sulfonamide FC1(CCC(=CC1)C1=CC=C(C=C1)S(=O)(=O)NCC1=CC=NC=C1)F